C(CCCCCCCCCCCCCCC)(=O)O[C@@H](CSC[C@H](N)C(=O)N[C@@H](CO)C(=O)N[C@@H](CCCCN)C(=O)NC1=CC=C(C=C1)CN1C2=NC(=NC(=C2N=C1O)N)NCCCC)COC(CCCCCCCCCCCCCCC)=O |&1:18| S-(2,3-bis(palmitoyloxy)-(2RS)-propyl)-(R)-cysteinyl-(S)-seryl-(S)-lysyl-(S)-4-((6-amino-2-(butylamino)-8-hydroxy-9H-purin-9-yl)methyl)aniline